C1(CC1)C(=O)N1[C@H]([C@H](CCC1)NS(=O)(=O)C)CO[C@@H]1CC[C@@H](CC1)C1=C(C=CC=C1)OC N-((2R,3S)-1-(cyclopropylcarbonyl)-2-(((cis-4-(2-methoxyphenyl)cyclohexyl)oxy)-methyl)piperidin-3-yl)methanesulfonamide